N1NCC2=C1N=CO2 dihydropyrazolo-oxazole